ClC=1C=C(CC2=NN=CO2)C=CC1Cl 5-(3,4-dichlorobenzyl)-1,3,4-oxadiazole